C(=O)C1=CC=C(O1)C(=O)O 5-FORMYL-2-FURANCARBOXYLIC ACID